2-(2-(2-(7,8-Dimethyl-[1,2,4]triazolo[1,5-a]pyridin-6-yl)-3-isopropyl-1H-indol-5-yl)-5,5-dimethylmorpholino)-N,N-dimethylacetamid CC1=C(C=2N(C=C1C=1NC3=CC=C(C=C3C1C(C)C)C1OCC(N(C1)CC(=O)N(C)C)(C)C)N=CN2)C